2-(4-fluorophenyl)-5-methoxy-3,4-dihydro-2H-pyrrole FC1=CC=C(C=C1)C1N=C(CC1)OC